9-mercapto-1-nonanol SCCCCCCCCCO